ClC=1C=C(C=C(C1Cl)F)N1CCC=2C=C(N=CC2C1C)C(=O)O 7-(3,4-dichloro-5-fluorophenyl)-8-methyl-5,6,7,8-tetrahydro-2,7-naphthyridine-3-carboxylic acid